(E)-N-(4-(1-(6-(4-(4-((2-(2,6-dioxopiperidin-3-yl)-1-oxoisoindoline-4-yl)thio)butyl)piperazin-1-yl)pyridazin-3-carbonyl)piperidin-4-yl)butyl)-3-(pyridin-3-yl)acrylamide O=C1NC(CCC1N1C(C2=CC=CC(=C2C1)SCCCCN1CCN(CC1)C1=CC=C(N=N1)C(=O)N1CCC(CC1)CCCCNC(\C=C\C=1C=NC=CC1)=O)=O)=O